8-bromo-7-phenyl-[1,2,4]triazolo[4,3-c]pyrimidin-3(2H)-one BrC=1C=2N(C=NC1C1=CC=CC=C1)C(NN2)=O